4-fluoro-N-(p-tolyl)aniline FC1=CC=C(NC2=CC=C(C=C2)C)C=C1